(2S,3S)-1-(3-cyano-6-methyl-4-(trifluoromethyl)pyridin-2-yl)-3-hydroxy-N-(1-methyl-1H-pyrazol-3-yl)pyrrolidine-2-carboxamide C(#N)C=1C(=NC(=CC1C(F)(F)F)C)N1[C@@H]([C@H](CC1)O)C(=O)NC1=NN(C=C1)C